10-hydroxy-4,6,8-trimethylundecylpropoxymethyl ether OC(CC(CC(CC(CCCC(OCCC)OC(CCCC(CC(CC(CC(C)O)C)C)C)OCCC)C)C)C)C